potassium-magnesium-vanadium [V].[Mg].[K]